BrC1=C(C(C(=O)O)=C(C=C1)Br)O 3,6-dibromosalicylic acid